C(C)(C)(C)OC(=O)N1C[C@H]([C@@H](C1)OCC(C)(C)O)N(CC1=CC=CC=C1)CC1=CC=CC=C1.C(C)C=1SC(=C(N1)C1=CC=CC=C1)OC1=NC(=NC=C1)NC=1C=C(C(=O)N)C=CC1 3-((4-((2-ethyl-4-phenylthiazol-5-yl)oxy)pyrimidin-2-yl)amino)benzamide tert-Butyl-(3R,4R)-3-(dibenzylamino)-4-(2-hydroxy-2-methylpropoxy)pyrrolidine-1-carboxylate